6,6-dimethyl-3-aza-bicyclo-[3.1.0]Hexane CC1(C2CNCC12)C